tert-Butyl (S)-3-(4-(6-chloro-3-((1-(4-chlorobenzoyl)-4-hydroxypiperidin-4-yl)methyl)-4-oxo-3,4-dihydro-7H-pyrrolo[2,3-d]pyrimidin-7-yl)phenyl)morpholine-4-carboxylate ClC1=CC2=C(N=CN(C2=O)CC2(CCN(CC2)C(C2=CC=C(C=C2)Cl)=O)O)N1C1=CC=C(C=C1)[C@@H]1N(CCOC1)C(=O)OC(C)(C)C